titanium trichloride [Cl-].[Cl-].[Cl-].[Ti+3]